2-(2-(1-methyl-1H-imidazol-5-yl)quinolin-4-yl)-2'-oxo-2',3'-dihydro-1'H-[1,5'-bi-benzo[d]imidazole]-5-carboxylic acid methyl ester COC(=O)C1=CC2=C(N(C(=N2)C2=CC(=NC3=CC=CC=C23)C2=CN=CN2C)C2=CC3=C(NC(N3)=O)C=C2)C=C1